C(O)(O)=O.CC#COCC methyl ethoxy vinylene carbonate